(3R)-3-({2-[4-chloro-2-(trifluoromethoxy)phenyl][1,2,4]triazolo[1,5-c]quinazolin-5-yl}amino)azepan-2-one ClC1=CC(=C(C=C1)C1=NN2C(=NC=3C=CC=CC3C2=N1)N[C@H]1C(NCCCC1)=O)OC(F)(F)F